6-(cyclopropanecarboxamido)-1-(methylamino)-2,7-naphthyridin-3-yl trifluoromethanesulfonate FC(S(=O)(=O)OC=1N=C(C2=CN=C(C=C2C1)NC(=O)C1CC1)NC)(F)F